Cl.NC1CCC(CC1)C(=O)N(C)[C@H](C(F)(F)F)C1=CC=C(C=C1)NC=1C=NC2=CC=CN=C2C1C1CC1 (1s,4R)-4-amino-N-((S)-1-(4-((4-cyclopropyl-1,5-naphthyridin-3-yl)amino)phenyl)-2,2,2-trifluoroethyl)-N-methylcyclohexane-1-carboxamide hydrochloride